NC1=CC(=C(C=C1OC)N1CCC(CC1)CN1CC2(CCC1)CCN(CC2)C=2C=C1C(N(C(C1=CC2)=O)C2C(NC(CC2)=O)=O)=O)C=2C=NN(C2)C 5-(2-((1-(4-amino-5-methoxy-2-(1-methyl-1H-pyrazol-4-yl)phenyl)piperidin-4-yl)methyl)-2,9-diazaspiro[5.5]undecan-9-yl)-2-(2,6-dioxopiperidin-3-yl)isoindoline-1,3-dione